C(CCCCCCCCCCCCCCCCCCC)(=O)O[C@@H]1[C@](O[C@H](C1)N1C2=NC(=NC(=C2N=C1)N)F)(CO)C#C (2R,3S,5R)-5-(6-amino-2-fluoro-9H-purin-9-yl)-2-ethynyl-2-(hydroxymethyl)tetrahydrofuran-3-yl icosanoate